(S)-(5-((2-amino-2,4-dimethylpentyl)oxy)-4,6-dimethyl-[2,4'-bipyridinyl]-2'-yl)carbamic acid methyl ester COC(NC1=NC=CC(=C1)C1=NC(=C(C(=C1)C)OC[C@@](CC(C)C)(C)N)C)=O